1-(4-((5-chloropyridin-2-yl)(cyano)methylene)piperidine-1-carbonyl)-3-methyl-1H-imidazol-3-ium iodide [I-].ClC=1C=CC(=NC1)C(=C1CCN(CC1)C(=O)N1C=[N+](C=C1)C)C#N